COC1=CC=C(C=C1)C(OC[C@@H]1[C@H](C[C@@H](O1)N1C(NC=C(C1=O)Br)=O)O)(C1=CC=CC=C1)C1=CC=C(C=C1)OC 3-((2R,4S,5R)-5-((Bis(4-methoxyphenyl)(phenyl)methoxy)methyl)-4-hydroxytetrahydrofuran-2-yl)-5-bromopyrimidine-2,4(1H,3H)-dione